C(C)(=O)OCC1=CC=C(C=C1)NC1=C(C=CC(=N1)C1=NC=CC(=C1)C#N)[N+](=O)[O-] 4-((4'-cyano-5-nitro-[2,2'-bipyridin]-6-yl)amino)benzyl acetate